OC1=C2C(=CC(=NC2=C(C=C1)C)C=1OC2=C(C1N)C=CC=C2)C(=O)O 5-hydroxy-8-methyl-2-(3-amino-1-benzofuran-2-yl)quinoline-4-carboxylic acid